C(#N)[C@H](C[C@H]1C(NCC1)=O)NC(=O)[C@@H]1N([C@@H]2CC([C@H]1CC2)(F)F)C([C@H](CC2CCC2)NC(C(F)(F)F)=O)=O (1S,3R,4S)-N-((S)-1-cyano-2-((S)-2-oxopyrrolidin-3-yl)ethyl)-2-((S)-3-cyclobutyl-2-(2,2,2-trifluoroacetamido)propanoyl)-5,5-difluoro-2-azabicyclo[2.2.2]octane-3-carboxamide